N-((1S,2R)-2-((4-cyclopropyl-2-(morpholine-4-carbonyl)-6-nitrophenyl)amino)cyclohexyl)-6-methoxy-2-oxo-1,2-dihydroquinoline-4-carboxamide C1(CC1)C1=CC(=C(C(=C1)[N+](=O)[O-])N[C@H]1[C@H](CCCC1)NC(=O)C1=CC(NC2=CC=C(C=C12)OC)=O)C(=O)N1CCOCC1